C(CCCC)OC(CCCC)=O pentanoic acid pentylester